NC1CN(C1)C1=CC=C(C=N1)N1C=C(C(C2=CC(=C(C=C12)N1[C@H](CCC1)COC1=NC=CC=C1Cl)Cl)=O)C(=O)O (R)-1-(6-(3-aminoazetidin-1-yl)pyridin-3-yl)-6-chloro-7-(2-(((3-chloropyridin-2-yl)oxy)methyl)pyrrolidin-1-yl)-4-oxo-1,4-dihydroquinoline-3-carboxylic acid